(1-(4-(2-((methylamino)methyl)phenyl)selenophen-2-yl)ethyl)quinazolin-4-amine CNCC1=C(C=CC=C1)C=1C=C([Se]C1)C(C)C1=NC2=CC=CC=C2C(=N1)N